C1(CC1)C=1C(=NN(C1)C1CC2(CN(C2)C(=O)C2=C(C=CC(=C2)O)F)C1)C1=C(C=CC=C1)F (6-[4-cyclopropyl-3-(o-fluorophenyl)-1-pyrazolyl]-2-aza-2-spiro[3.3]heptyl)(2-fluoro-5-hydroxyphenyl)methanone